ClCC=1C=CC(=NC1)NC(CCC)=O N-[5-(chloromethyl)pyridin-2-yl]butanamide